N-hydroxy-3-(2-phenylquinolin-4-yl)propenamide ONC(C=CC1=CC(=NC2=CC=CC=C12)C1=CC=CC=C1)=O